behenyl-benzyl-dimethylammonium chloride [Cl-].C(CCCCCCCCCCCCCCCCCCCCC)[N+](C)(C)CC1=CC=CC=C1